N-(5-Cyanothiazol-2-yl)-2-(3,3-difluorocyclopentyl)-2-(4-(2-methyl-2H-tetrazol-5-yl)phenyl)acetamide C(#N)C1=CN=C(S1)NC(C(C1=CC=C(C=C1)C=1N=NN(N1)C)C1CC(CC1)(F)F)=O